4-isopropoxy-1-methyl-5-(1-(1-phenylethyl)-1H-pyrazol-4-yl)pyridin-2(1H)-one C(C)(C)OC1=CC(N(C=C1C=1C=NN(C1)C(C)C1=CC=CC=C1)C)=O